C(C)OC(CC(=O)C=1N(N=C2C1CN(CC2)C(=O)OC(C)(C)C)C(=O)OC(C)(C)C)=O Di-tert-butyl 3-(3-ethoxy-3-oxopropanoyl)-6,7-dihydro-2H-pyrazolo[4,3-c]pyridine-2,5(4H)-di-carboxylate